(E)-1-(4-Hydroxyphenyl)-3-[4-methoxy-3-[(2,4,6-trichlorophenoxy)methyl]phenyl]prop-2-en-1-one OC1=CC=C(C=C1)C(\C=C\C1=CC(=C(C=C1)OC)COC1=C(C=C(C=C1Cl)Cl)Cl)=O